tricumyliodonium tetrakis(pentafluorophenyl)borate FC1=C(C(=C(C(=C1[B-](C1=C(C(=C(C(=C1F)F)F)F)F)(C1=C(C(=C(C(=C1F)F)F)F)F)C1=C(C(=C(C(=C1F)F)F)F)F)F)F)F)F.C(C)(C)(C1=CC=CC=C1)[IH+](C(C)(C)C1=CC=CC=C1)C(C)(C)C1=CC=CC=C1